C(C1=CC=CC=C1)(=O)C1=CC=C(C=C1)C1=NC2=C(C(O1)=O)C=CC=C2 2-(p-benzoylphenyl)-3,1-benzoxazin-4-one